3-(dimethylamino)-1-butanethiol CN(C(CCS)C)C